(3S,4R)-3-fluoro-1-(4-((8-isopropyl-5-((2R,3S)-2-methyl-3-((methylsulfonyl)methyl)azetidin-1-yl)quinazolin-2-yl)amino)pyridin-2-yl)-4-methylpiperidin-4-ol F[C@H]1CN(CC[C@]1(O)C)C1=NC=CC(=C1)NC1=NC2=C(C=CC(=C2C=N1)N1[C@@H]([C@H](C1)CS(=O)(=O)C)C)C(C)C